2,7-dibenzoyl-benzothiadiazole C(C1=CC=CC=C1)(=O)N1SC2=C(N1)C=CC=C2C(C2=CC=CC=C2)=O